(R)-4-(1-acetyl-4-acryloylpiperazin-2-yl)-6-chloro-N-ethyl-[2,4'-bipyridine]-2'-carboxamide C(C)(=O)N1[C@@H](CN(CC1)C(C=C)=O)C1=CC(=NC(=C1)Cl)C1=CC(=NC=C1)C(=O)NCC